[Cu]([Te]C#N)[Te]C#N copper tellurocyanate